Chloro[4-(3,5-di-tert-butylphenyl)-2,6-dimethyl-1H-inden-1-yl]dimethylsilane Cl[Si](C)(C)C1C(=CC2=C(C=C(C=C12)C)C1=CC(=CC(=C1)C(C)(C)C)C(C)(C)C)C